(((7-((3-aminobenzyl)(tert-butoxycarbonyl)amino)-3-isopropylpyrazolo[1,5-a]pyrimidin-5-yl)amino)methyl-tert-butyl)-3-hydroxypiperidine-1-carboxylic acid tert-butyl ester C(C)(C)(C)OC(=O)N1C(C(CCC1)O)C(CCNC1=NC=2N(C(=C1)N(C(=O)OC(C)(C)C)CC1=CC(=CC=C1)N)N=CC2C(C)C)(C)C